Methyl(phenyl)silane C[SiH2]C1=CC=CC=C1